2-chloro-9-(2-(2-naphthyl)phenyl)carbazole 1-(1-(difluoromethyl)cyclopropyl)-6-oxo-1,6-dihydropyridine-3-carboxylate FC(C1(CC1)N1C=C(C=CC1=O)C(=O)O)F.ClC1=CC=2N(C3=CC=CC=C3C2C=C1)C1=C(C=CC=C1)C1=CC2=CC=CC=C2C=C1